(3R,4R)-4-(4-Chloro-2-(5-fluoropyridin-2-yl)-1H-imidazol-5-yl)-3-methylpiperidine-1-sulfonamide ClC=1N=C(NC1[C@H]1[C@H](CN(CC1)S(=O)(=O)N)C)C1=NC=C(C=C1)F